7-deaza-8-aza-2,6-diamino-purine NC1=NC(=C2CN=NC2=N1)N